C(O)(O)=O.C(C)OC=1C(C(=O)O)=CC=CC1.C(C)OC=1C(C(=O)O)=CC=CC1 bis(ethyl salicylate) carbonate